OCC(=O)NCCC1=CC=CC=C1 2-hydroxy-N-(2-phenylethyl)acetamide